2-(5-((4-((2-cyclopropyl-4-phenylthiazol-5-yl)oxy)pyridin-2-yl)amino)pyridin-2-yl)propan-2-ol C1(CC1)C=1SC(=C(N1)C1=CC=CC=C1)OC1=CC(=NC=C1)NC=1C=CC(=NC1)C(C)(C)O